nitrilotriacetic acid, nitrilotriacetic acid salt N(CC(=O)O)(CC(=O)O)CC(=O)O.N(CC(=O)O)(CC(=O)O)CC(=O)O